N1(CCNCC1)C[C@H](C)O (S)-1-(piperazin-1-yl)propan-2-ol